bicyclo[4.4.0]deca-1(6),2,4-triene C1=2C=CC=CC2CCCC1